SC1=NN=CN1C1=CC=CC=C1 3-sulfhydryl-4-phenyl-1,2,4-triazole